8-cyano-2-(3-iodophenyl)octanoic acid C(#N)CCCCCCC(C(=O)O)C1=CC(=CC=C1)I